NC=1C=2N(C(=C(N1)C1=C(C#N)C=CC=C1)C1=NC=NC=C1)N=C(N2)CC2=C(C=CC=C2CN2CC1N(CC2)C(CC1)=O)F (8-amino-2-(2-fluoro-6-((6-oxo-hexahydropyrrolo[1,2-a]pyrazin-2(1H)-yl)methyl)benzyl)-5-(pyrimidin-4-yl)-[1,2,4]triazolo[1,5-a]pyrazin-6-yl)benzonitrile